5-(2-{4-azaspiro[2.5]oct-6-en-7-yl}pyrido[3,2-d]pyrimidin-6-yl)-2-methylindazol-6-ol C1CC12NCC=C(C2)C=2N=CC1=C(N2)C=CC(=N1)C1=CC2=CN(N=C2C=C1O)C